O[C@@H]1C[C@H](N(C1)C(C1=CC(=CC=C1)OCCOCCOC)=O)C(=O)NCC1=CC=C(C=C1)C1=C(N=CS1)C (2S,4R)-4-hydroxy-1-(3-(2-(2-methoxyethoxy)ethoxy)benzoyl)-N-(4-(4-methylthiazol-5-yl)benzyl)pyrrolidine-2-carboxamide